COC=1C=2N(C=C(C1)C1=C(C(=NN1)C1=CC=C(C=C1)[C@H](C)N(C)C)CC(F)(F)F)N=CN2 (S)-1-(4-(5-(8-methoxy-[1,2,4]triazolo[1,5-a]pyridin-6-yl)-4-(2,2,2-trifluoroethyl)-1H-pyrazol-3-yl)phenyl)-N,N-dimethylethan-1-amine